C(C)(C)(C)OC(=O)N1C(C2=C(C=CC(=C2C1)C1=CC(=NC=C1)C#CC)NC1=NC=C(C=C1)N1CCN(CC1)C)=O 7-((5-(4-methylpiperazin-1-yl)pyridin-2-yl)amino)-1-oxo-4-(2-(prop-1-yn-1-yl)pyridin-4-yl)isoindoline-2-carboxylic acid tert-butyl ester